BrC1=NN(C(=C1)C(N(C)OC)=O)C[C@@H](C)NC(OC(C)(C)C)=O tert-butyl [(2R)-1-{3-bromo-5-[methoxy(methyl)carbamoyl]-1H-pyrazol-1-yl}propan-2-yl]carbamate